BrC1=CC=2C3=CC=C(C(NS(C=4C(=C(C=C(C(OCCOC2C=C1)=O)C4)Cl)OC)(=O)=O)=C3)OC 4-Bromo-15-chloro-16,21-dimethoxy-18,18-dioxo-8,11-dioxa-18λ6-thia-19-azatetracyclo[18.3.1.113,17.02,7]pentacosa-1(23),2(7),3,5,13,15,17(25),20(24),21-nonaen-12-one